C(C)OCCC 1-Ethoxypropane